1-(2-(2-(3-chlorobenzyl)-4-methylphenoxy)ethyl)-4-methylpiperazine ClC=1C=C(CC2=C(OCCN3CCN(CC3)C)C=CC(=C2)C)C=CC1